NC1=C(C(N(N=C1Br)C1=CC2=CN(N=C2C=C1)C)=O)Cl 5-amino-6-bromo-4-chloro-2-(2-methyl-2H-indazol-5-yl)pyridazin-3(2H)-one